N-(5-(((2S,4R)-4-([1,2,3]triazolo[1,5-a]pyridin-5-yloxy)-2-methylpyrrolidin-1-yl)methyl)-4-fluorothiazol-2-yl)acetamide N1=NC=C2N1C=CC(=C2)O[C@@H]2C[C@@H](N(C2)CC2=C(N=C(S2)NC(C)=O)F)C